2-(4-aminopiperidin-1-yl)-9-isopropyl-N-(2-(3-(2-methoxypropan-2-yl)-1H-pyrazol-1-yl)benzyl)-9H-purin-6-amine NC1CCN(CC1)C1=NC(=C2N=CN(C2=N1)C(C)C)NCC1=C(C=CC=C1)N1N=C(C=C1)C(C)(C)OC